2-(Pyridin-2-ylsulfonyl)-1,2,3,4,5,6-hexahydropyrrolo[3,4-c]pyrrole, hydrochloride salt Cl.N1=C(C=CC=C1)S(=O)(=O)N1CC=2CNCC2C1